COC=1C=C(C=C(C1)OC)CCC1=CC(=NN1)NC(C1=CC=C(C=C1)N1C[C@H](N([C@H](C1)C)CCCO)C)=O N-{5-[2-(3,5-dimethoxyphenyl)ethyl]-1H-pyrazol-3-yl}-4-[(3R,5S)-4-(3-hydroxypropyl)-3,5-dimethylpiperazin-1-yl]benzamide